ClC1=C(C=C2C=C(N=CC2=C1)NC(=O)[C@H]1[C@H]([C@@H]1C=1C=NN(C1)C)C)N1CC[NH+](CC1)[C@@]1(COCC1)C (1S,2S,3S)-N-[7-chloro-6-[4-((S)-3-methyltetrahydrofuran-3-yl)piperazin-4-ium-1-yl]-3-isoquinolyl]-2-methyl-3-(1-methylpyrazol-4-yl)cyclopropanecarboxamide